COC=1C=C2N=CC(=NC2=CC1)OCC1=CC=C(C=C1)SC 6-methoxy-2-((4-(methylsulfanyl)phenyl)methoxy)quinoxaline